(2S)-3-(3-chloro-5-iodophenyl)-2-(9H-fluoren-9-yl-methoxycarbonyl-amino)propanoic acid ClC=1C=C(C=C(C1)I)C[C@@H](C(=O)O)N(C(=O)OC)C1C2=CC=CC=C2C=2C=CC=CC12